S1C(=NC=C1)N1C(CNCC1)=O 1-(thiazol-2-yl)piperazin-2-one